C(C)OC=1C=C(C(=O)C=2C=CC3=C(C(=CS3)C3CCN4CCCCC4CC3)C2)C=CC1 5-(3-ethoxybenzoyl)-3-(1-azabicyclo[5.4.0]undecan-4-yl)-benzothiophene